COC(=O)C=1N(C=C(C1)S(=O)(=O)N1CCC(CC1)C(NC1=CC=C(C=C1)C(C)CC)=O)C.[N+](=O)([O-])C1=CN=C(S1)NC(C1=C(C=CC=C1)C(F)(F)F)=O N-(5-Nitrothiazol-2-yl)-2-(trifluoromethyl)benzamide Methyl-4-((4-((4-(sec-butyl)phenyl)carbamoyl)piperidin-1-yl)sulfonyl)-1-methyl-1H-pyrrole-2-carboxylate